(±)-α-tocopherol nicotinate CC1=C(C(=C(C2=C1O[C@](CC2)(C)CCCC(C)CCCC(C)CCCC(C)C)C)OC(=O)C3=CN=CC=C3)C